tri[(dimethylvinyl)siloxy]methylsilane ethyl-1-(2-acetylhydrazine-1-carbonyl)cyclobutane-1-carboxylate C(C)OC(=O)C1(CCC1)C(=O)NNC(C)=O.CC(=C[SiH2]OC(O[SiH2]C=C(C)C)(O[SiH2]C=C(C)C)[SiH3])C